ClC=1C=C2C(=NC(N(C2=CC1C1=C(C=CC=C1O)F)C=1C=C(C#N)C=CC1)=O)N1CCN(CC1)C(C=C)=O 3-(6-chloro-7-(2-fluoro-6-hydroxy-phenyl)-2-oxo-4-(4-(2-propenoyl)-1-piperazinyl)-1(2H)-quinazolin-yl)benzonitrile